trisodium phosphate (phosphate) P(=O)([O-])([O-])[O-].P(=O)(O)(O)O.[Na+].[Na+].[Na+]